BrC1=C2CNC(C2=CC(=C1)C(CSC)N1C[C@H](CCC1)C)=O 4-bromo-6-{1-[(3S)-3-methylpiperidin-1-yl]-2-(methylsulfanyl)ethyl}-2,3-dihydroisoindol-1-one